C(#N)C(C(=O)[O-])=C(C1=CC=CC=C1)C1=CC=C(C=C1)OC 2-cyano-3-(4-methoxyphenyl)-3-phenylprop-2-enoate